2-[(2R)-3-(3,4-dihydro-1H-isoquinolin-2-yl)-2-hydroxy-propyl]-6-[4-[2-(dimethylamino)ethoxy]-1-piperidyl]-3,4-dihydroisoquinolin-1-one C1N(CCC2=CC=CC=C12)C[C@H](CN1C(C2=CC=C(C=C2CC1)N1CCC(CC1)OCCN(C)C)=O)O